(2-amino-Ethyl)-ethyl-(2-hydroxy-ethyl)-methylammonium NCC[N+](C)(CCO)CC